C(C)OC1=CC=C(C=C1)C1=CC=CC(=N1)C(=O)OCC1=CC=NC=C1 Pyridin-4-ylmethyl 6-(4-ethoxyphenyl)picolinate